6-(4-aminophenyl)(phenyl)-2,3-dihydro-1H-xanthene-4-formaldehyde NC1=CC=C(C=C1)C=1C=C2OC3=C(CCC(C3=CC2=CC1)C1=CC=CC=C1)C=O